C(C)(C)(C)SC=1C=CC=2N(C1)C=CN2 6-tert-Butylsulfanyl-imidazo[1,2-a]pyridine